dimethyl (5'-methyl-4-(2-methyloctan-2-yl)-2'-(prop-1-en-2-yl)-1',2',3',4'-tetrahydro-[1,1'-biphenyl]-2,6-diyl) bis(methylphosphonate) CP(OC)(OC1=C(C(=CC(=C1)C(C)(CCCCCC)C)OP(OC)(=O)C)C1C(CCC(=C1)C)C(=C)C)=O